C(C=C)(=O)N1CC2N(C3=C(C=NC4=C(C(=NC=C34)C3=CC=CC4=CC=CC(=C34)C)F)N(C2=O)C)CC1CC#N 2-(10-acryloyl-4-fluoro-7-methyl-3-(8-methylnaphthalen-1-yl)-8-oxo-8,8a,9,10,11,12-hexahydro-7H-pyrazino[1',2':4,5]pyrazino[2,3-c][1,6]naphthyridin-11-yl)acetonitrile